3-[3-(octahydroisoquinolin-2(1H)-ylsulfonyl)phenyl]-3-[4-(7H-pyrrolo[2,3-d]pyrimidin-4-yl)-1H-pyrazol-1-yl]propanenitrile trifluoroacetate FC(C(=O)O)(F)F.C1N(CCC2CCCCC12)S(=O)(=O)C=1C=C(C=CC1)C(CC#N)N1N=CC(=C1)C=1C2=C(N=CN1)NC=C2